N-[2-[4-(hydroxymethyl)cyclohexyl]-5-(1-hydroxy-1-methyl-ethyl)-1,3-benzothiazol-6-yl]pyridine-2-carboxamide OCC1CCC(CC1)C=1SC2=C(N1)C=C(C(=C2)NC(=O)C2=NC=CC=C2)C(C)(C)O